diethylpyridinium C(C)C1=[N+](C=CC=C1)CC